5-(5-(2-Chloro-7-ethoxyquinolin-3-yl)-3-(4'-morpholino-[1,1'-biphenyl]-4-yl)-4,5-dihydro-1H-pyrazol-1-yl)-5-oxopentanoic acid ClC1=NC2=CC(=CC=C2C=C1C1CC(=NN1C(CCCC(=O)O)=O)C1=CC=C(C=C1)C1=CC=C(C=C1)N1CCOCC1)OCC